N-(1-(1H-indol-6-yl)-1,2,3,4-tetrahydroquinolin-3-yl)acrylamide N1C=CC2=CC=C(C=C12)N1CC(CC2=CC=CC=C12)NC(C=C)=O